COC1=C(C=CC=C1OC)CNCCC1=CC(=C(OCC(CO)O)C=C1)OC 3-[4-(2-{[(2,3-dimethoxyphenyl)methyl]amino}ethyl)-2-methoxyphenoxy]propane-1,2-diol